C1=CC=C(C(=C1)CC(C(=O)O)N)F The molecule is a phenylalanine derivative in which the hydrogen at position 2 on the benzene ring is replaced by a fluoro group. It is a phenylalanine derivative, a non-proteinogenic alpha-amino acid and a member of monofluorobenzenes.